BrC1=CC=C2C(C(NC2=C1)=O)C1=CC=C(C=C1)C 6-bromo-3-(p-tolyl)indolin-2-one